CC1=CC(=NC2=CC=C(N=C12)C=1C=NC=CC1)N 4-methyl-6-(3-pyridyl)-1,5-naphthyridin-2-amine